CC(C(C)=O)(NC1=CC(=CC(=C1)NC(C(C)=O)(C)C)NC(C(C)=O)(C)C)C 1,3,5-tris(dimethylisopropanoylamino)benzene